ClC=1C=C2CC(CC2=CC1)N1C(C2=CC(=CC(=C2C1)C(C)NC1=C(C=CC=C1)S(=O)(=O)N)C)=O 2-((1-(2-(5-chloro-2,3-dihydro-1H-inden-2-yl)-6-methyl-1-oxoisoindolin-4-yl)ethyl)amino)benzenesulfonamide